4-(benzyloxy)-5-methoxy-2-nitrobenzaldehyde C(C1=CC=CC=C1)OC1=CC(=C(C=O)C=C1OC)[N+](=O)[O-]